tert-butyl 3-((2,7-dichloro-8-fluoropyrido[4,3-d]pyrimidin-4-yl) amino)-8-azabicyclo[3.2.1]octane-8-carboxylate ClC=1N=C(C2=C(N1)C(=C(N=C2)Cl)F)NC2CC1CCC(C2)N1C(=O)OC(C)(C)C